FC1(CC2(C1)C[C@H](N(CC2)CC2=C1C=CNC1=C(C=C2OC)C)C2=C(C=C(C(=O)O)C=C2)N2CC(C2)OC)F (S)-4-(2,2-difluoro-7-((5-methoxy-7-methyl-1H-indol-4-yl)methyl)-7-azaspiro[3.5]nonan-6-yl)-3-(3-methoxyazetidin-1-yl)benzoic acid